OC(C)(C)C1=NC2=CC=C(C=C2C=C1)C=O 2-(2-Hydroxy-prop-2-yl)quinoline-6-carbaldehyde